C(C)OC(=O)C=1C(=NC=C(C1)CC#N)C.ClC1=C(C=CC=C1)CC(=O)NC1=CC(=C(C=C1)C=1C=NC=C(C1)C(=O)N1CCCC1)S(N=CN(C)C)(=O)=O 2-(2-chlorophenyl)-N-(3-{[(dimethylamino)methylidene]Sulfamoyl}-4-[5-(pyrrolidin-1-ylcarbonyl)pyridin-3-yl]Phenyl)acetamide ethyl-5-(cyanomethyl)-2-methyl-pyridine-3-carboxylate